Cl.NC1CCN(CC1)S(=O)(=O)N1CCC2(CN(C2)C[C@H]2CN(CC2)C2=NC=NC=C2OC2=C(C(=O)N(C(C)C)C(C)C)C=C(C=C2)F)CC1 (S)-2-((4-(3-((7-((4-aminopiperidin-1-yl)sulfonyl)-2,7-diazaspiro[3.5]nonane-2-yl)methyl)pyrrolidin-1-yl)pyrimidin-5-yl)oxy)-5-fluoro-N,N-diisopropylbenzamide hydrochloride